ClC1=CC(=C(O[C@H](C(=O)O)C)C=C1)C1=NSC=C1 (S)-2-[4-chloro-2-(3-isothiazolyl)phenoxy]propionic acid